2,2,2-trifluoroethyl cis-3-((cyclopropylsulfonyl) amino)-2-(((1-(pyrimidin-2-yl) piperidin-4-yl)oxy)methyl)piperidine-1-carboxylate C1(CC1)S(=O)(=O)N[C@@H]1[C@@H](N(CCC1)C(=O)OCC(F)(F)F)COC1CCN(CC1)C1=NC=CC=N1